OCCNC(CCN1CC2=CC(=CC(=C2CC1)C)C=1N=C2C(=NC1)NC=C2C2=CC(=C(C(=O)N(C)C)C=C2)C)=O 4-(2-(2-(3-((2-hydroxyethyl)amino)-3-oxopropyl)-5-methyl-1,2,3,4-tetrahydroisoquinolin-7-yl)-5H-pyrrolo[2,3-b]pyrazin-7-yl)-N,N,2-trimethylbenzamide